Methyl 5-bromo-6-oxo-1,6-dihydropyridine-2-carboxylate BrC1=CC=C(NC1=O)C(=O)OC